4-chloro-6-[[(1R)-1-[2-[(4-methoxyphenyl)methylamino]-3-pyridyl]ethyl]-methyl-amino]-2-methylsulfanyl-pyrimidine-5-carbonitrile ClC1=NC(=NC(=C1C#N)N(C)[C@H](C)C=1C(=NC=CC1)NCC1=CC=C(C=C1)OC)SC